NC=1C(=NC(=CC1)C1=NN=CN1C(C)C)NC(C1=C(C=C(C(=C1)N1C=NC(=C1)C1CC1)C)F)=O N-(3-amino-6-(4-isopropyl-4H-1,2,4-triazol-3-yl)pyridin-2-yl)-5-(4-cyclopropyl-1H-imidazol-1-yl)-2-fluoro-4-methylbenzamide